N-(6-(2,4-dioxotetrahydropyrimidin-1(2H)-yl)pyridin-3-yl)acetamide hydrochloride Cl.O=C1N(CCC(N1)=O)C1=CC=C(C=N1)NC(C)=O